BrC1=C(C2=C(N=CN2C)C(=C1)C1=CC=C(C=C1)OC(F)(F)F)CO[Si](C)(C)C(C)(C)C [5-bromo-3-methyl-7-[4-(trifluoromethoxy)phenyl]benzimidazol-4-yl]methoxy-tert-butyl-dimethyl-silane